C(C)(C)C1=C(C(=NN1C=1SC=C(N1)C(=O)O)C1=CC=CC=C1)CC1=CC=C(C=C1)S(N)(=O)=O 2-(5-isopropyl-3-phenyl-4-(4-sulfamoylbenzyl)-1H-pyrazol-1-yl)thiazole-4-carboxylic acid